COC(C(CC)(CC)NC(=O)C1=NC=C(C(=C1)C1=CC(=C(C=C1)Cl)Cl)OCC1CC1)=O 2-[[5-(cyclopropylmethoxy)-4-(3,4-dichlorophenyl)pyridine-2-carbonyl]amino]-2-ethylbutanoic acid methyl ester